(8-methyl-2,3-dihydro-1H-pyrido[2,3-b][1,4]oxazin-7-yl)quinazoline-2,5-diamine CC1=C(C=NC=2OCCNC21)C2=NC(=NC=1C=CC=C(C21)N)N